C1(CCCCC1)NC=1C2=C(N=CC1C=1C=NC=CC1)NC=C2 N-cyclohexyl-5-(pyridin-3-yl)-1H-pyrrolo[2,3-b]pyridin-4-amine